8-(3-azabicyclo[3.1.0]hex-3-yl)-3-chloro-2,4-dimethylpyrido[3',2':4,5]thieno[2,3-d]pyridazine C12CN(CC2C1)C=1N=NC=C2C1SC1=C2C(=C(C(=N1)C)Cl)C